ClC=1C=C(C(=O)N2CC=3C(=NN4C3C(N(C[C@H]4CO)C(C)C=4N=NC(=CC4)C)=O)C[C@H]2C)C=CC1Cl (3R,7S)-2-(3,4-Dichlorobenzoyl)-7-(hydroxymethyl)-3-methyl-9-(1-(6-methylpyridazin-3-yl)ethyl)-1,2,3,4,8,9-hexahydropyrido[4',3':3,4]pyrazolo[1,5-a]pyrazin-10(7H)-one